[Ca].[Ba].[Si] Silicon-barium-calcium